C(C=CC=C)(=O)N pentadieneamide